C(C)(=O)OCC(CC1=C(C=CC=C1)N)=O 3-(2-aminophenyl)-2-oxopropyl acetate